CC=1C=C(CNC2CCCC2)C=CC1C N-(3,4-dimethylbenzyl)cyclopentylamine